ClC(CCC=O)C 4-chloro-pentan-1-one